CC1(C(NC(N1C1CC2(C1)CCC(CC2)=O)=O)=O)C 5,5-dimethyl-1-(7-oxospiro[3.5]nonan-2-yl)imidazolidine-2,4-dione